4-pyridylboronic acid methyl-iminodiacetate COC(CNCC(=O)O)=O.N1=CC=C(C=C1)B(O)O